C(C)CC(C(CCCCC)O)O ethyl-2,3-octanediol